The molecule is an anthracycline antibiotic that is 13-deoxydaunorubicin substituted at position 10 by a carboxy group. It is an aminoglycoside, an anthracycline antibiotic, a deoxy hexoside, a monosaccharide derivative, a hydroxy monocarboxylic acid and a member of p-quinones. It derives from a daunorubicin. It is a tautomer of a 10-carboxy-13-deoxydaunorubicin zwitterion. CC[C@]1(C[C@@H](C2=C([C@H]1C(=O)O)C(=C3C(=C2O)C(=O)C4=C(C3=O)C=CC=C4OC)O)O[C@H]5C[C@@H]([C@@H]([C@@H](O5)C)O)N)O